methyl 3-(9-((4-(((tert-butoxycarbonyl)amino)methyl)phenyl)carbamoyl)-4,5-dihydrobenzo[b]thieno[2,3-d]oxepin-8-yl)-6-(((1R,3S)-3,5-dimethyladamantan-1-yl)carbamoyl)picolinate C(C)(C)(C)OC(=O)NCC1=CC=C(C=C1)NC(=O)C1=CC2=C(OCCC3=C2SC=C3)C=C1C=1C(=NC(=CC1)C(NC13C[C@@]2(CC(CC(C1)C2)(C3)C)C)=O)C(=O)OC